C(C1=CC=CC=C1)OC1=CC=C(C(=O)NCS(=O)(=O)C2=CC=C(C=C2)[N+](=O)[O-])C=C1 4-(benzyloxy)-N-(((4-nitrophenyl)sulfonyl)methyl)benzamide